C1(=CC=CC=C1)C1=C(C(=CC=C1)C1=CC(=C(C=C1)C1=NC(=NC(=N1)C1=CC=CC=C1)C1=CC=CC=C1)C1=CC=CC=C1)C1=NC(=NC(=N1)C1=CC=CC=C1)C1=CC=CC=C1 6,6'-([1,1':3',1'':3'',1'''-quaterphenyl]-2',4''-diyl)bis(2,4-diphenyl-1,3,5-triazine)